CC1=C(OC2CCN(CC2)C=O)C=CC(=C1)[N+](=O)[O-] 4-(2-methyl-4-nitrophenoxy)piperidine-1-carboxaldehyde